OCC(=C)C=C 2-(hydroxymethyl)-1,3-butadiene